ClC1=C(C=C(C(=O)NC2=CC(=CC=C2)C(=O)C=2C=C3N=C(C=NC3=CC2)C=2C=NC=CC2)C=C1)C(F)(F)F 4-chloro-N-(3-(3-(pyridin-3-yl)quinoxaline-6-carbonyl)phenyl)-3-(trifluoromethyl)benzamide